C1(CC1)NC=1N=CC2=C(N1)N(C(C(=C2)N2CCNC1=C(C=CC=C21)C)=O)C2=CC=C(C=C2)OCCN(C)C 2-(cyclopropylamino)-8-[4-[2-(dimethylamino)ethoxy]phenyl]-6-(5-methyl-3,4-dihydro-2H-quinoxalin-1-yl)pyrido[2,3-d]pyrimidin-7-one